2,4-diacetylamino-2,4,6-trideoxyglucose C(C)(=O)N[C@@H](C=O)[C@@H](O)[C@@H]([C@H](O)C)NC(C)=O